C1N(C[C@@H]2[C@H]1CNC2)C=2N=C(C1=C(N2)CN(CC1)C1C(C1)(C(F)(F)F)C=O)C1=CNC2=CC=CC=C12 2-(((3aR,6aS)-hexahydropyrrolo[3,4-c]pyrrol-2(1H)-yl)-4-(1H-indol-3-yl)-5,8-dihydropyrido[3,4-d]pyrimidin-7(6H)-yl)(1-(trifluoromethyl)cyclopropyl)methanone